2-(4-hydroxybicyclo[2.2.2]octan-1-ylamino)-4-((1R,3S)-3-hydroxycyclohexylamino)-pyrimidine-5-carboxamide OC12CCC(CC1)(CC2)NC2=NC=C(C(=N2)N[C@H]2C[C@H](CCC2)O)C(=O)N